C1(CC1)C1=CC=C(C=C1)C=1C=C(C(=NC1)C=1C=C2N(C=C(C=C2N1)C(F)(F)F)S(=O)(=O)Cl)S(=O)(=O)CC 2-[5-(4-cyclopropylphenyl)-3-(ethanesulfonyl)pyridin-2-yl]-6-(trifluoromethyl)pyrrolo[3,2-b]pyridine-4-sulfonyl chloride